N(=[N+]=[N-])CCCCCCOC(=O)NCC1=CC=C(C=C1)C=1SC=C(N1)C(=O)N[C@@H](CO[Si](C)(C)C(C)(C)C)C(=O)OC Methyl N-(2-(4-(((((6-azidohexyl)oxy)carbonyl)amino)methyl)phenyl)thiazole-4-carbonyl)-O-(tert-butyldimethylsilyl)-L-serinate